C(C)(C)(C)OC(=O)N1C(CCC1)C1=C2CCN(CC2=CC(=C1)C=1C=C2C(=NC1)NC=C2C)C2CCOCC2 2-(7-(3-methyl-1H-pyrrolo[2,3-b]pyridin-5-yl)-2-(tetrahydro-2H-pyran-4-yl)-1,2,3,4-tetrahydroisoquinolin-5-yl)pyrrolidine-1-carboxylic acid tert-butyl ester